L-glutamic acid diacetic acid C(CN([C@@H](CCC(=O)O)C(=O)O)CC(=O)O)(=O)O